2-[(1r,2r)-1-(2-cyanophenyl)-1-(3,4-difluorophenyl)propan-2-yl]-5-methoxy-1-methyl-N-(1,2-oxazol-4-yl)-6-oxopyrimidine-4-carboxamide C(#N)C1=C(C=CC=C1)[C@H]([C@@H](C)C=1N(C(C(=C(N1)C(=O)NC=1C=NOC1)OC)=O)C)C1=CC(=C(C=C1)F)F